2,4,4,8,8-pentanitro-2-azaadamantane [N+](=O)([O-])N1C2C(C3CC(C(C1C3)([N+](=O)[O-])[N+](=O)[O-])C2)([N+](=O)[O-])[N+](=O)[O-]